CC1(OC=2C=C(C=C(C2C2C1(CCC(=C2)C)C)O)CCCCC)C 6,6,6a,9-Tetramethyl-3-pentyl-8,10a-dihydro-7H-benzo[c]chromen-1-ol